N-(1-(tert-butylsulfonyl)-2,3-dihydro-1H-pyrrolo[3,2-c]pyridin-6-yl)-4-iodo-2-(6-azaspiro[2.5]octan-6-yl)benzamide C(C)(C)(C)S(=O)(=O)N1CCC=2C=NC(=CC21)NC(C2=C(C=C(C=C2)I)N2CCC1(CC1)CC2)=O